CC(C(=O)O[C@@H]1[C@H](O[C@@H]([C@@H]([C@H]1OC(C(C)(C)C)=O)OC(C(C)(C)C)=O)OC(C(Cl)(Cl)Cl)=N)C(=O)OCC)(C)C (2S,3S,4S,5R,6R)-2-(ethoxycarbonyl)-6-(2,2,2-trichloro-1-iminoethoxy)tetrahydro-2H-pyran-3,4,5-triyl tris(2,2-dimethylpropanoate)